4-(3-fluorophenyl)-1-(5-(isopropylthio)-4-(2-methyl-4-(trifluoromethoxy)phenyl)thiazol-2-yl)-3-methyl-1H-pyrazole-5-carboxylic acid FC=1C=C(C=CC1)C=1C(=NN(C1C(=O)O)C=1SC(=C(N1)C1=C(C=C(C=C1)OC(F)(F)F)C)SC(C)C)C